3-(2-chlorophenyl)-1-(4-(2-(4-((4-nitrophenyl)sulfonyl)piperazin-1-yl)-2-oxoethoxy)phenyl)prop-2-en-1-one ClC1=C(C=CC=C1)C=CC(=O)C1=CC=C(C=C1)OCC(=O)N1CCN(CC1)S(=O)(=O)C1=CC=C(C=C1)[N+](=O)[O-]